Europium(III) Sulfate S(=O)(=O)([O-])[O-].[Eu+3].S(=O)(=O)([O-])[O-].S(=O)(=O)([O-])[O-].[Eu+3]